ethyl(methyl)((2-methyl-7-(5-(trifluoromethyl)-1,2,4-oxadiazol-3-yl)imidazo[1,2-a]pyridin-3-yl)imino)-λ6-sulfanone C(C)S(=O)(=NC1=C(N=C2N1C=CC(=C2)C2=NOC(=N2)C(F)(F)F)C)C